O1CCN(CC1)C1=CC(=NC=2N1N=C(C2)C2=CC=NC=C2)CCCC(=O)C2=CC=CC=C2 4-(7-morpholino-2-(pyridin-4-yl)pyrazolo[1,5-a]pyrimidin-5-yl)-1-phenylbutan-1-one